NC1=C(C=2C(=NN(C2C(F)(F)F)C)N1C1=C(C(=CC=C1C)O)C)C(=O)N (S)-5-amino-6-(3-hydroxy-2,6-dimethylphenyl)-2-methyl-3-(trifluoromethyl)-2,6-dihydropyrrolo[2,3-c]pyrazole-4-carboxamide